C[Si](C)(C)C#CC1=NC=CC=C1 (trimethylsilyl)ethynylpyridine